FC=1C(=NC=CC1)C(C1=C(C=C2C(N=CS2)=C1O)C)N1CCOCC1 5-((3-fluoropyridin-2-yl)(morpholino)methyl)-6-methylbenzo[d]thiazol-4-ol